3-methyl-1-(1-carbonyl-1,2-dihydroisoquinolin-5-yl)-5-(trifluoromethyl)-N-(2-(trifluoromethyl)pyridin-4-yl)-1H-pyrazole-4-carboxamide CC1=NN(C(=C1C(=O)NC1=CC(=NC=C1)C(F)(F)F)C(F)(F)F)C1=C2C=CNC(C2=CC=C1)=C=O